2-methyl-5-nitrobenzoic acid CC1=C(C(=O)O)C=C(C=C1)[N+](=O)[O-]